C/C(/C(=O)O)=C\C=1SC=C(C1)C=1C=NC(=C(C1)C(F)(F)F)C#N (E)-2-methyl-3-(4-(5-trifluoromethyl-6-cyanopyridin-3-yl)thiophen-2-yl)acrylic acid